2-(4-(pyridin-4-yl)piperazin-1-yl)benzo[d]thiazole-6-carboxylic acid N1=CC=C(C=C1)N1CCN(CC1)C=1SC2=C(N1)C=CC(=C2)C(=O)O